C(C1=CC=CC=C1)(=O)O.C(C1=CC=CC=C1)(=O)O.C1=C(C=CC2=CC(=CC=C12)C(=O)O)C(=O)O 2,6-naphthalenedicarboxylic acid dibenzoate